ClC=1C(=CC=C2N=CC(=NC12)C=1C=NN(C1)C1CN(C1)C1CN(C1)C)OC1=CC2=C(N=C(N2)C)C=C1 8-chloro-2-[1-[1-(1-methylazetidin-3-yl)azetidin-3-yl]pyrazol-4-yl]-7-[(2-methyl-3H-benzimidazol-5-yl)oxy]quinoxaline